C1(=CC=CC2=CC=CC=C12)[C@@H](C)NC(=O)C=1C=C(C(=O)O)C=CC1 3-[[(1R)-1-(1-Naphthyl)ethyl]carbamoyl]benzoic Acid